N-(3-{6-Amino-5-[4-(3-fluoro-benzyloxy)-phenyl]-pyrimidin-4-yloxy}-phenyl)-2-chloroacetamide NC1=C(C(=NC=N1)OC=1C=C(C=CC1)NC(CCl)=O)C1=CC=C(C=C1)OCC1=CC(=CC=C1)F